C1(=CC=CC=C1)C1=CC(=NO1)C(=O)NCCN1C=CC=C1 5-phenyl-N-[2-(1H-pyrrol-1-yl)ethyl]-1,2-oxazole-3-carboxamide